C(=O)(N)OS (thio)urethane